FC(CNC(C1=C(C(C(=O)NC2=NN=NN2C)=C(C=C1C(F)(F)F)F)C)=O)F N1-(2,2-difluoroethyl)-4-fluoro-2-methyl-N3-(1-methyl-1H-tetrazol-5-yl)-6-(trifluoromethyl)isophthalamide